(Z)-5-fluoro-3-(4-(1-(4-chlorophenyl)-1H-1,2,3-triazol-4-yl)benzylidene)indolin-2-one methyl-1-(5-bromo-2,3-dihydro-1H-inden-1-yl)azetidine-3-carboxylate COC(=O)C1CN(C1)C1CCC2=CC(=CC=C12)Br.FC=1C=C2/C(/C(NC2=CC1)=O)=C/C1=CC=C(C=C1)C=1N=NN(C1)C1=CC=C(C=C1)Cl